(E)-3-(3-(4-fluorophenyl)-1-isopropyl-6-methyl-1H-indol-2-yl)acrylaldehyde FC1=CC=C(C=C1)C1=C(N(C2=CC(=CC=C12)C)C(C)C)/C=C/C=O